potassium 8-[(2-hydroxybenzoyl)amino]octanoate OC1=C(C(=O)NCCCCCCCC(=O)[O-])C=CC=C1.[K+]